5-[4-(azetidin-3-ylmethyl)piperazin-1-yl]-2-(2,6-dioxo-3-piperidinyl)isoindoline-1,3-dione N1CC(C1)CN1CCN(CC1)C=1C=C2C(N(C(C2=CC1)=O)C1C(NC(CC1)=O)=O)=O